2,6-dichloro-7-(8-cyanonaphthalen-1-yl)-8-fluoroquinoline-3-carboxylic acid ethyl ester C(C)OC(=O)C=1C(=NC2=C(C(=C(C=C2C1)Cl)C1=CC=CC2=CC=CC(=C12)C#N)F)Cl